C1(=CC=CC2=CC=CC=C12)CCCC=1NC2=C(N1)C=CC=C2 2-[3-(1-Naphthyl)propyl]benzimidazole